hydroxy-1,3-propanediamine OC(CCN)N